methyl 2-(2-((4-(piperidin-1-yl)-3-((1-(2,2,2-trifluoroethyl)-1H-indazol-3-yl)carbamoyl)phenyl)carbamoyl)phenyl)acetate N1(CCCCC1)C1=C(C=C(C=C1)NC(=O)C1=C(C=CC=C1)CC(=O)OC)C(NC1=NN(C2=CC=CC=C12)CC(F)(F)F)=O